6-((4-chloro-6-(tetradecylthio)-1,3,5-triazin-2-yl)thio)hexan-1-ol ClC1=NC(=NC(=N1)SCCCCCCCCCCCCCC)SCCCCCCO